ClC1=NC=C(C=C1)C(C)(F)F 2-chloro-5-(1,1-difluoroethyl)pyridine